6-fluoro-7-(2-fluoro-6-hydroxyphenyl)-1-(2-isopropyl-4-methylpyridin-3-yl)-4-(4-(3-methyl-2-oxopyrrolidin-1-yl)piperidin-1-yl)pyrido[2,3-d]pyrimidin-2(1H)-one FC1=CC2=C(N(C(N=C2N2CCC(CC2)N2C(C(CC2)C)=O)=O)C=2C(=NC=CC2C)C(C)C)N=C1C1=C(C=CC=C1O)F